methoxy-2,5,6-trimethyl-9-acridone COC1=C(C=CC=2NC3=C(C(=CC=C3C(C12)=O)C)C)C